OC1=C(OC2=C(C(=C(C(=C2C1=O)O)[2H])O)CC(=C(C([2H])([2H])[2H])C([2H])([2H])[2H])[2H])C1=C(C=C(C=C1[2H])OC)[2H] 3,5,7-trihydroxy-2-(4-methoxyphenyl-2,6-d2)-8-(3-(methyl-d3)but-2-en-1-yl-2,4,4,4-d4)-4H-chromen-4-one-6-d